C(C)(C)(C)OC(=O)N1CCC(=CC1)CC1=CN=C(O1)C(=O)OC Methyl 5-((1-(tert-butoxycarbonyl)-1,2,3,6-tetrahydropyridin-4-yl)methyl)oxazole-2-carboxylate